(S)-4,5,6,7-tetrahydro-3H-imidazo[4,5-c]pyridine-6-carboxylic acid N1=CNC=2CN[C@@H](CC21)C(=O)O